C1(CC1)C=1N=CN2C1CN(CC1=C2C=C(C(=C1)F)C(NC1=NC(=CC=C1)C1=NN=CN1C(C)C)=O)C(=O)N1CC(C1)C(=O)O 1-{3-cyclopropyl-8-fluoro-9-[(6-(4-isopropyl-4H-1,2,4-triazol-3-yl)pyridin-2-yl)carbamoyl]-5,6-dihydro-4H-benzo[f]imidazo[1,5-a][1,4]diazepine-5-carbonyl}azetidine-3-carboxylic acid